CC(C)N1CCC(CC1)N1CCN(CCC1)C1=NC(=CC=C1)C1=CC=2C(=CN=CC2)N1 1-[1-(Propan-2-yl)piperidin-4-yl]-4-(6-{1H-pyrrolo[2,3-c]pyridine-2-yl}pyridine-2-yl)-1,4-diazepane